tert-Butyl 4-{[4-chloro-3-({1-[4-(trifluoromethyl)phenyl]-1H-indazol-4-yl}carbamoyl)benzyl]carbamoyl}piperidine-1-carboxylate ClC1=C(C=C(CNC(=O)C2CCN(CC2)C(=O)OC(C)(C)C)C=C1)C(NC1=C2C=NN(C2=CC=C1)C1=CC=C(C=C1)C(F)(F)F)=O